[Mn](=O)([O-])[O-].[Sr+2].[La+3] lanthanum-strontium manganite